2-((7-(5-chloro-1-((4-fluoropiperidin-4-yl)methyl)-1H-indol-7-yl)thieno[3,2-b]pyridin-2-yl)methyl)-2-azaspiro[4.4]nonane-1,3-dione trifluoroacetate FC(C(=O)O)(F)F.ClC=1C=C2C=CN(C2=C(C1)C1=C2C(=NC=C1)C=C(S2)CN2C(C1(CC2=O)CCCC1)=O)CC1(CCNCC1)F